pyridin-4-yl (S)-6-diazo-2-((S)-2-methoxypropanamido)-5-oxohexanoate [N+](=[N-])=CC(CC[C@@H](C(=O)OC1=CC=NC=C1)NC([C@H](C)OC)=O)=O